2,4-dimethoxy-N-(5-(thiophen-2-yl)-1,3,4-oxadiazol-2-yl)benzamide COC1=C(C(=O)NC=2OC(=NN2)C=2SC=CC2)C=CC(=C1)OC